BrC1=CC(=CC2=C1N(C(=N2)C)C[C@H](CNC(OC(C)(C)C)=O)O)F tert-butyl N-[(2S)-3-(7-bromo-5-fluoro-2-methyl-benzimidazol-1-yl)-2-hydroxy-propyl]carbamate